methyl (R)-4-bromo-1-(2-((tert-butoxycarbonyl) amino)-3-((tert-butyldiphenylsilyl) oxy) propyl)-1H-pyrrole-2-carboxylate BrC=1C=C(N(C1)C[C@H](CO[Si](C1=CC=CC=C1)(C1=CC=CC=C1)C(C)(C)C)NC(=O)OC(C)(C)C)C(=O)OC